C(C)(=O)NC(C(=O)OCC)CS ethyl 2-acetamido-3-mercaptopropanoate